(2,2-difluoro-6-nitrobenzo[D][1,3]dioxol-5-yl)(3-methoxyphenyl)methanol FC1(OC2=C(O1)C=C(C(=C2)C(O)C2=CC(=CC=C2)OC)[N+](=O)[O-])F